C(C1=CC=CC=C1)OC(=O)N[C@H](C(=O)N[C@H](C(S(=O)(=O)[O-])O)C[C@H]1C(NCC1)=O)CC(C)C.[Na+] Sodium (2S)-2-((S)-2-(((benzyloxy)carbonyl)amino)-4-methylpentanamido)-1-hydroxy-3-((S)-2-oxopyrrolidin-3-yl)propane-1-sulfonate